(E)-N-(4-(4-(4-(4-(7-(2-(2,6-dioxopiperidin-3-yl)-1-oxoisoindoline-4-yl)hept-6-yn-1-yl)piperazin-1-yl)benzoyl)piperazin-1-yl)butyl)-3-(pyridin-3-yl)acrylamide O=C1NC(CCC1N1C(C2=CC=CC(=C2C1)C#CCCCCCN1CCN(CC1)C1=CC=C(C(=O)N2CCN(CC2)CCCCNC(\C=C\C=2C=NC=CC2)=O)C=C1)=O)=O